N-(3-(2-(difluoromethoxy)-5-(methylthio)phenyl)-1-(2-(4-(methyl(oxetan-3-yl)amino)piperidin-1-yl)-2-oxoethyl)-1H-pyrazol-4-yl)pyrazolo[1,5-a]pyrimidine-3-carboxamide FC(OC1=C(C=C(C=C1)SC)C1=NN(C=C1NC(=O)C=1C=NN2C1N=CC=C2)CC(=O)N2CCC(CC2)N(C2COC2)C)F